N'-(7-((5-(2-fluorophenyl)-4-((2-(trimethylsilyl)ethoxy)methyl)-4H-1,2,4-triazol-3-yl)methyl)-5-(2-methoxypyridin-3-yl)-7H-pyrrolo[2,3-d]pyrimidin-4-yl)-N,N-dimethylformamidine FC1=C(C=CC=C1)C=1N(C(=NN1)CN1C=C(C2=C1N=CN=C2N=CN(C)C)C=2C(=NC=CC2)OC)COCC[Si](C)(C)C